tert-butyl N-[(3S)-3-methylpiperidin-3-yl]carbamate C[C@]1(CNCCC1)NC(OC(C)(C)C)=O